(1r,4r)-4-(6-((6-methoxy-2-methyl-1,2,3,4-tetrahydroisoquinolin-7-yl)amino)-1H-pyrazolo[3,4-d]pyrimidin-1-yl)cyclohexane-1-carboxamide COC=1C=C2CCN(CC2=CC1NC1=NC=C2C(=N1)N(N=C2)C2CCC(CC2)C(=O)N)C